(S)-5-(4-hydroxyisoxazolidine-2-carbonyl)-1-isobutyl-3-methyl-6-(naphthalen-1-ylmethyl)-1,6-dihydro-2H-pyrrolo[3,4-d]Pyrimidine O[C@H]1CN(OC1)C(=O)C=1N(C=C2N(CN(CC21)C)CC(C)C)CC2=CC=CC1=CC=CC=C21